BrC1=CC(=C(C#N)C=C1)O[C@H](C(F)(F)F)C 4-bromo-2-{[(2S)-1,1,1-trifluoropropan-2-yl]oxy}benzonitrile